pentanoic acid methyl ester COC(CCCC)=O